3-(5,5,8,8-tetramethyl-5,6,7,8-tetrahydronaphthalen-2-yl)propionic acid CC1(C=2C=CC(=CC2C(CC1)(C)C)CCC(=O)O)C